OP(O)OP(O)O.C(CCCCCCCCCCCCCCCCC)C(O)(C(CO)(CO)CO)CCCCCCCCCCCCCCCCCC bisstearylpentaerythritol diphosphite